P([O-])([O-])(=O)N.[N+3].P([O-])([O-])(=O)N.P([O-])([O-])(=O)N.[N+3] nitrogen (phosphoroamidate)